ClC1=C(C=CC=C1)CC(=O)NC=1C=C(C2=CN(N=C2C1)C(=O)C1CC1)S(N)(=O)=O 2-(2-chlorophenyl)-N-(2-(cyclopropylcarbonyl)-4-sulfamoyl-2H-indazol-6-yl)acetamide